C(C)OC(C1=C(N=CC=C1)N(C)C)=O 2-(dimethylamino)nicotinic acid ethyl ester